1,3,5-tris-(4-hydroxyphenyl)benzene OC1=CC=C(C=C1)C1=CC(=CC(=C1)C1=CC=C(C=C1)O)C1=CC=C(C=C1)O